C1(CC1)C=1N=NN(C1)[C@H](C(=O)N1[C@@H](C[C@H](C1)O)C(=O)NCC=1C(=NC(=CC1)C)N1CCCC1)C(C)(C)C (2S,4R)-1-[(2S)-2-(4-cyclopropyltriazol-1-yl)-3,3-dimethyl-butanoyl]-4-hydroxy-N-[(6-methyl-2-pyrrolidin-1-yl-3-pyridyl)methyl]pyrrolidine-2-carboxamide